N-(4-(4-methyl-3-(morpholinosulfonyl)phenyl)pyridin-2-yl)ethane-1,2-diamine CC1=C(C=C(C=C1)C1=CC(=NC=C1)NCCN)S(=O)(=O)N1CCOCC1